7-Cyclopropyl-2,3-dioxo-N-(4-(trifluoromethoxy)phenyl)-1,2,3,4-tetrahydroquinoxaline-6-sulfonamide C1(CC1)C1=C(C=C2NC(C(NC2=C1)=O)=O)S(=O)(=O)NC1=CC=C(C=C1)OC(F)(F)F